S(=O)(O)O.CC=1N(C=C(C1O)O)C 2-methyl-N-methyl-3,4-dihydroxypyrrole sulfite